N-(5-((4-(9-(2-((3r,5r,7r)-adamantan-1-yl)acetyl)-3,9-diazaspiro[5.5]undec-3-carbonyl)benzyl)oxy)-1,3,4-thiadiazol-2-yl)-3-(2-methoxyphenyl)isonicotinamide C12(CC3CC(CC(C1)C3)C2)CC(=O)N2CCC3(CCN(CC3)C(=O)C3=CC=C(COC1=NN=C(S1)NC(C1=C(C=NC=C1)C1=C(C=CC=C1)OC)=O)C=C3)CC2